(oxetane-3-yl)methylethyldimethoxysilane O1CC(C1)C[Si](OC)(OC)CC